N-(4-Chlorophenyl)-2-(trans-4-((3-(trifluoromethyl)pyridin-4-yl)oxy)cyclohexyl)butanamide ClC1=CC=C(C=C1)NC(C(CC)[C@@H]1CC[C@H](CC1)OC1=C(C=NC=C1)C(F)(F)F)=O